ClC=1C=C(C=CC1F)NC(N(C1=CC=C(C=C1)OC)CC1=NN=C2N1CCN(CC2)C(=O)OCC2=CC=CC=C2)=O Benzyl 3-((3-(3-chloro-4-fluorophenyl)-1-(4-methoxyphenyl) ureido) methyl)-8,9-dihydro-5H-[1,2,4]triazolo[4,3-d][1,4]diazepin-7(6H)-carboxylate